CC(C)N1C=2N=CC=CC2C=2C=CC(=CC2NC1)C#N 8-(propan-2-yl)-6,8,10-triazatricyclo[9.4.0.02,7]pentadeca-1(11),2(7),3,5,12,14-hexaene-13-carbonitrile